cis-3-(4-(methoxycarbonyl)phenyl)-1-propylcyclohexane-1-carboxylic acid COC(=O)C1=CC=C(C=C1)[C@@H]1C[C@@](CCC1)(C(=O)O)CCC